C(C)(C)[C@H]1OCC1 (S)-2-isopropyloxetane